BrC1=CC=C(CN2CCC3(CCO3)CC2)C=C1 7-(4-bromobenzyl)-1-oxa-7-azaspiro[3.5]nonane